C(C1=CC=CC=C1)N1CC2(CCC(C1)N2S(=O)(=O)C2=CC(=C(C(=C2)F)OC2=CC=C(C=C2)F)F)C(=O)OCC ethyl 3-benzyl-8-((3,5-difluoro-4-(4-fluorophenoxy)phenyl)-sulfonyl)-3,8-diazabicyclo[3.2.1]octane-1-carboxylate